N-(4-methoxybenzyl)-1-methyl-7-vinyl-1,2,3,4-tetrahydroquinoxaline-6-sulfonamide COC1=CC=C(CNS(=O)(=O)C=2C=C3NCCN(C3=CC2C=C)C)C=C1